2-((5-chloro-3-cyano-4,6-dimethylpyridin-2-yl)oxy)-N-methyl-N-phenylacetamide ClC=1C(=C(C(=NC1C)OCC(=O)N(C1=CC=CC=C1)C)C#N)C